NC1=C(N=C(S1)C1=C(C=CC=C1F)F)C(=O)NC=1C(=C2C(=NC1)C(CC2)O)N2CC(CCC2)N 5-amino-N-{4-[3-aminopiperidin-1-yl]-7-hydroxy-6,7-dihydro-5H-cyclopenta[b]pyridin-3-yl}-2-(2,6-difluorophenyl)-1,3-thiazole-4-carboxamide